C[Si](CCOCOCC=1N=C(SC1)C=O)(C)C 4-(((2-(trimethylsilyl)ethoxy)methoxy)methyl)thiazole-2-carbaldehyde